IC1=C(C(=CC(=C1)C(C)OC)OC)O iodo-6-methoxy-4-(1-methoxyethyl)phenol